CN(C)CC=1C(=CC(=C2C(C(=COC12)C1=CC=C(C=C1)OC)=O)O)OC 8-[(Dimethylamino)methyl]-5-hydroxy-7-methoxy-3-(4-methoxyphenyl)-4H-chromen-4-one